Ethyl 5-bromo-4-oxo-2-(phenylsulfonyl)-4,5,6,7-tetrahydro-2H-isoindol-1-carboxylate BrC1C(C2=CN(C(=C2CC1)C(=O)OCC)S(=O)(=O)C1=CC=CC=C1)=O